FC1=CC=C(C=C1[N+](=O)[O-])B(O)O 4-fluoro-5-nitrophenylboronic acid